[Li+].C(C)(C)C1=CC=C2C(C=3C=CC(=CC3C(C2=C1)=O)[S+](C1=CC=CC=C1)C1=CC=CC=C1)=S 7-isopropyl-9-oxo-10-thioxo-9,10-dihydro-anthracene-2-yl-diphenyl-sulfonium lithium